tert-butyl (2S,4R)-2-(((S)-(5-(3,3-difluorocyclobutyl)pyridin-2-yl)(phenyl)methyl)carbamoyl)-4-fluoropyrrolidine-1-carboxylate FC1(CC(C1)C=1C=CC(=NC1)[C@H](C1=CC=CC=C1)NC(=O)[C@H]1N(C[C@@H](C1)F)C(=O)OC(C)(C)C)F